4-[(1S,3S)-3-(4-tert-butyl-1,3-oxazol-2-yl)-2,2-dimethylcyclopropyl]benzenesulfonamide C(C)(C)(C)C=1N=C(OC1)[C@@H]1C([C@H]1C1=CC=C(C=C1)S(=O)(=O)N)(C)C